3-(1-benzyl-3-(4-bromobenzyl)-2,5-dioxoimidazolin-4-yl)-N-hydroxypropionamide C(C1=CC=CC=C1)N1C(N(C(C1=O)CCC(=O)NO)CC1=CC=C(C=C1)Br)=O